4-(4-((5,7-dimethyl-1H-indol-4-yl)methyl)-1-(oxetan-3-yl)piperidin-3-yl)benzoic acid CC=1C(=C2C=CNC2=C(C1)C)CC1C(CN(CC1)C1COC1)C1=CC=C(C(=O)O)C=C1